Cl.FC1=CC(=CC2=C1N=C(S2)C=2CCNCC2)C=2C=CC=1N(N2)C=C(N1)C 6-[4-fluoro-2-(1,2,3,6-tetrahydropyridin-4-yl)-1,3-benzothiazol-6-yl]-2-methylimidazo[1,2-b]pyridazine hydrochloride